FC1=CC(=C(C=C1C=1SC(=CN1)C(=O)N1CCOCC1)NC(=O)C1=CNC(C=C1C(F)(F)F)=O)N1C[C@H](N([C@H](C1)C)C)C N-[4-fluoro-5-[5-(morpholine-4-carbonyl)-1,3-thiazol-2-yl]-2-[(3R,5S)-3,4,5-trimethylpiperazin-1-yl]phenyl]-6-oxo-4-(trifluoromethyl)-1H-pyridine-3-carboxamide